5-acryloylamino-N-(2,3-dihydroxypropyl)-N'-(2-hydroxy-1-bis-hydroxymethylethyl)-2,4,6-triiodoisophthalamide C(C=C)(=O)NC=1C(=C(C(=C(C(=O)NCC(CO)O)C1I)I)C(=O)NC(CO)C(O)O)I